O1C(C=NC=C1)C(C(=O)O)(C)C [1,4-oxazin-2-yl]-2-methylpropanoic acid